FC1(CN2C3=C(C=C2CC1N1C(CCC1)=O)C=C(C=N3)C(F)(F)F)F 1-(8,8-difluoro-3-(trifluoromethyl)-6,7,8,9-tetrahydropyrido[3,2-b]indolizin-7-yl)-2-oxopyrrolidin